2-((S)-1-(6-(5-(((S)-4-(cyclopropylmethyl)-2-oxoimidazolidin-1-yl)methyl)-1-methyl-1H-1,2,3-triazol-4-yl)-2-ethylpyridin-3-yl)-5,5-difluoropiperidin-3-yl)acetic acid C1(CC1)C[C@@H]1NC(N(C1)CC1=C(N=NN1C)C1=CC=C(C(=N1)CC)N1C[C@H](CC(C1)(F)F)CC(=O)O)=O